N-butylbenzenesulfonamide diisononyl-phthalate C(CCCCCC(C)C)OC(C=1C(C(=O)OCCCCCCC(C)C)=CC=CC1)=O.C(CCC)NS(=O)(=O)C1=CC=CC=C1